(2S)-2-(4,4-difluoro-3-(5-(morpholinomethyl)-6-oxo-1,6-dihydropyridin-3-yl)piperidin-1-yl)-N-(2,2-difluoro-[1,3]dioxolo[4',5':4,5]benzo[1,2-d]thiazol-6-yl)propanamide FC1(C(CN(CC1)[C@H](C(=O)NC=1SC2=C(N1)C=C1C(=C2)OC(O1)(F)F)C)C1=CNC(C(=C1)CN1CCOCC1)=O)F